ClC1=C(OC2=CC=CC3=C2NC(=NS3(=O)=O)NC3=CC=CC=C3)C=CC=C1 5-(2-chlorophenoxy)-3-(phenylamino)-4H-benzo[e][1,2,4]thiadiazine 1,1-dioxide